4-{1-[cyclohexyl-(5-methoxycarbonyl-pentylcarbamoyl)-methyl]-1H-benzimidazol-2-yl}-benzoic acid methyl ester hydrogen chloride Cl.COC(C1=CC=C(C=C1)C1=NC2=C(N1C(C(NCCCCCC(=O)OC)=O)C1CCCCC1)C=CC=C2)=O